O[C@@H]1CC[C@H](CC1)NC1=C(C=C(C=C1)S(=O)(=O)C)C1=CN(C(C2=CC=CC=C12)=O)C 4-[2-[(trans-4-hydroxycyclohexyl)amino]-5-methylsulfonylphenyl]-2-methylisoquinolin-1-one